2-(((2-(4-(2-hydroxyethyl)piperazin-1-yl)ethyl)amino)methylene)-5-(4-(phenylthio)phenyl)cyclohexane-1,3-dione OCCN1CCN(CC1)CCNC=C1C(CC(CC1=O)C1=CC=C(C=C1)SC1=CC=CC=C1)=O